4-(5-(3-Chloro-5-ethoxy-4-methoxyphenyl)pyridin-3-yl)-1,2-oxaborolan-2-ol ClC=1C=C(C=C(C1OC)OCC)C=1C=C(C=NC1)C1CB(OC1)O